7-bromo-3-ethyl-8-fluoroquinoxalin-2(1H)-one BrC1=CC=C2N=C(C(NC2=C1F)=O)CC